triethylammonium 6-[[4-[2-fluoro-4-[[1-[(4-fluorophenyl)carbamoyl]cyclopropanecarbonyl]amino]phenoxy]-6-ethoxy-7-quinolyl]oxy]caproate zinc-palladium [Pd].[Zn].FC1=C(OC2=CC=NC3=CC(=C(C=C23)OCC)OCCCCCC(=O)[O-])C=CC(=C1)NC(=O)C1(CC1)C(NC1=CC=C(C=C1)F)=O.C(C)[NH+](CC)CC